NCCNC1=NC(=C2C(=N1)N(N=C2)C)NCC2=C(C=C(C=C2)F)F N6-(2-aminoethyl)-N4-[(2,4-difluorophenyl)methyl]-1-methyl-1H-pyrazolo[3,4-d]pyrimidine-4,6-diamine